FC1=NC(=CC(=C1)NC1=CC=C(C(=N1)C(=O)NC1CCC12CCCC2)O)F 6-[(2,6-difluoro-4-pyridyl)amino]-3-hydroxy-N-spiro[3.4]octan-3-yl-pyridine-2-carboxamide